1-benzyl-5-methyl-4-(thiazol-2-yl)-4-(p-tolyl)-3,4-dihydro-2H-pyrrol-1-ium chloride [Cl-].C(C1=CC=CC=C1)[N+]=1CCC(C1C)(C1=CC=C(C=C1)C)C=1SC=CN1